4-(((7-azabicyclo[2.2.1]heptan-7-yl)sulfonyl)carbamoyl)-2-chloro-5-(dimethylamino)benzoic acid C12CCC(CC1)N2S(=O)(=O)NC(=O)C2=CC(=C(C(=O)O)C=C2N(C)C)Cl